COC1=NN(C(=C1)C(=O)NC1=NNC(=C1)[C@@H]1C[C@@H](CC1)N(C([O-])=O)C1(COCC1)C)C (1R,3S)-3-(3-{[(3-methoxy-1-methyl-1H-pyrazol-5-yl)carbonyl]amino}-1H-pyrazol-5-yl)cyclopentyl[(3ξ)-3-methyltetrahydrofuran-3-yl]carbamate